(R)-(1,3-dimethyl-azetidin-3-yl)-(4-isopropyl-phenyl)-[5-(5-methyl-Azol-2-yl)-pyridin-3-yl]-methanol CN1CC(C1)(C)[C@@](O)(C=1C=NC=C(C1)C=1NC(=CC1)C)C1=CC=C(C=C1)C(C)C